tert-butyl 1-azido-3,6,9,12,15,18,21,24-octaoxaheptacosan-27-oate N(=[N+]=[N-])CCOCCOCCOCCOCCOCCOCCOCCOCCC(=O)OC(C)(C)C